[2-[1,3-benzothiazol-2-yl(6-hydroxyhexyl)hydrazonomethyl]-4-(4-ethylcyclohexanecarbonyl)oxy-phenyl] 4-(6-prop-2-enoyloxyhexoxy)benzoate C(C=C)(=O)OCCCCCCOC1=CC=C(C(=O)OC2=C(C=C(C=C2)OC(=O)C2CCC(CC2)CC)C(=NNCCCCCCO)C=2SC3=C(N2)C=CC=C3)C=C1